1-benzofuran-2-ylboronic acid O1C(=CC2=C1C=CC=C2)B(O)O